tetrabutylpentaerythritol hydroxyhydrocinnamate OC(C(=O)OC(C(C(O)CCCC)(C(O)CCCC)C(O)CCCC)CCCC)CC1=CC=CC=C1